C1(CC1)C1=CC=C2CNCCC3C2=C1CCC3 8-Cyclopropyl-1,2,3,4,4a,5,6,7-octahydronaphtho[1,8-cd]azepin